COC1=CC=C(C=C1)CN(C1=CC(=C(C(=N1)C1=C(C=C2C(NC(=NC2=C1F)Cl)=O)Cl)C(F)(F)F)C)CC1=CC=C(C=C1)OC 7-[6-[bis[(4-methoxyphenyl)methyl]amino]-4-methyl-3-(trifluoromethyl)-2-pyridyl]-2,6-dichloro-8-fluoro-3H-quinazolin-4-one